N-(3-aminopropyl)cyclobutene-carboxamide NCCCNC(=O)C1=CCC1